BrC1=C(C(=CC(=C1)C(C(F)(F)F)(C(F)(F)F)F)C(F)(F)F)NC(C1=C(C(=CC=C1)N(C(C1=CC=CC=C1)=O)O)F)=O N-(2-bromo-4-(perfluoropropan-2-yl)-6-(trifluoromethyl)phenyl)-2-fluoro-3-((hydroxy)(benzoyl)amino)benzamide